CC=1C=C(C=C(C1)C(=O)NNS(=O)(=O)C1=CC(=CC=C1)C(NC)=O)C1=NC=CC(=C1)CNC(OC(C)(C)C)=O tert-butyl ((2-(3-methyl-5-(2-((3-(methylcarbamoyl)phenyl) sulfonyl) hydrazine-1-carbonyl)phenyl)pyridin-4-yl)methyl)carbamate